COC1=CC=C(C=C1)CCCCN1N=NN=C1 1-(4-(4-methoxyphenyl)butyl)-1H-tetrazole